N-[4-[3-fluoro-4-(1-methyl-4-piperidyl)phenoxy]-6-(o-tolyl)-5-(1,1,2,2,2-pentafluoroethyl)pyrimidin-2-yl]-1-methyl-pyrazole-4-sulfonamide FC=1C=C(OC2=NC(=NC(=C2C(C(F)(F)F)(F)F)C2=C(C=CC=C2)C)NS(=O)(=O)C=2C=NN(C2)C)C=CC1C1CCN(CC1)C